N-propyl-2,3-dihydro-1H-pyrrolo[3,4-c]pyridine-6-carboxamide C(CC)NC(=O)C1=CC2=C(C=N1)CNC2